1-(3-ethoxy-4-methoxyphenyl)-2-(methylsulfonyl)ethanamine C(C)OC=1C=C(C=CC1OC)C(CS(=O)(=O)C)N